7-hydroxy-8-morpholinomethyl-coumarin-3-carboxylic acid OC1=CC=C2C=C(C(OC2=C1CN1CCOCC1)=O)C(=O)O